FCCCN1CC2=C(CC1)N(C(=N2)C(=O)NC2=C(C(=CC=C2)B2OC(C(O2)(C)C)(C)C)C)C 5-(3-Fluoropropyl)-1-methyl-N-(2-methyl-3-(4,4,5,5-tetramethyl-1,3,2-dioxaborolan-2-yl)phenyl)-4,5,6,7-tetrahydro-1H-imidazo[4,5-c]pyridine-2-carboxamide